F[P-](F)(F)(F)(F)F.N1(N=NC2=C1C=CC=C2)O[P+](N2CCCC2)(N2CCCC2)N2CCCC2 benzotriazol-1-yloxy-tris-pyrrolidinylphosphonium hexafluorophosphate